C(C)N1CCN(CC1)CC(C)O 3-(4-ethyl-1-piperazinyl)-2-propanol